2-(2-methylpiperazin-1-yl)-5-(trifluoromethyl)pyrimidine CC1N(CCNC1)C1=NC=C(C=N1)C(F)(F)F